2,5-difluoro-methyl-1H-pyrazole-4-carboxamide FN1N(C(=C(C1)C(=O)N)F)C